1-Ethyl 5-(3-oxa-6-azabicyclo[3.1.1]heptan-6-yl)pyrazolo[1,5-a]pyrimidine-3-carboxylate C12COCC(N1C1=NC=3N(C=C1)N=CC3C(=O)OCC)C2